CC=1N=C(C2=C(N1)OC=C2C(=O)N2CC1(CCC2)OCC2=C1C=CC=C2)NC2(CC2)C methyl-N-(1-methylcyclopropyl)-5-({3H-spiro[2-benzofuran-1,3'-piperidin]-1'-yl}carbonyl)furo[2,3-d]pyrimidin-4-amine